N-(1-(2-(4-Chloro-2-(pyrrolidin-1-yl)benzyl)-2,8-diazaspiro[4.5]decane-8-carbonyl)-1H-pyrazol-3-yl)methanesulfonamide ClC1=CC(=C(CN2CC3(CC2)CCN(CC3)C(=O)N3N=C(C=C3)NS(=O)(=O)C)C=C1)N1CCCC1